t-butyl N-isopropylcarbamate C(C)(C)NC(OC(C)(C)C)=O